NC1=CC=C(C=C1)S(=O)(=O)NC1=NC2=CC=CC(=C2N=C1)Cl 4-amino-N-(5-chloroquinoxalin-2-yl)benzenesulfonamide